N([C@@H](CCCCN)C(=O)O)N[C@@H](CCCC)C(=O)O lysinonorleucine